[B].[Pb] plumbum boron